[N+](=O)([O-])C1=CC(=CC2=CC=CC(=C12)[N+](=O)[O-])[N+](=O)[O-] 1,3,8-trinitronaphthalene